FC1=CC=C(C=N1)CN1N=C2N(CCCC2)C1=O (5S)-2-[(6-Fluoropyridin-3-yl)methyl]-3-oxo-2,3,5,6,7,8-hexahydro[1,2,4]triazolo[4,3-a]pyridin